(S)-6-(((6-fluoro-2-methylpyridin-3-yl)(1-(1,1,1-trifluoro-2-methylpropan-2-yl)-1H-1,2,3-triazol-4-yl)methyl)amino)-4-(neopentylamino)quinoline-3,8-dicarbonitrile FC1=CC=C(C(=N1)C)[C@@H](C=1N=NN(C1)C(C(F)(F)F)(C)C)NC=1C=C2C(=C(C=NC2=C(C1)C#N)C#N)NCC(C)(C)C